tert-Butyl 4-[2-[4-(4-chlorophenyl)-5-(4-pyridyl)imidazol-1-yl]acetyl]piperazine-1-carboxylate ClC1=CC=C(C=C1)C=1N=CN(C1C1=CC=NC=C1)CC(=O)N1CCN(CC1)C(=O)OC(C)(C)C